N-(4-[(3R,5S)-3,5-dimethylpiperazin-1-yl]-1H-indol-7-yl)-2,8-dimethylimidazo[1,2-b]pyridazine-6-carboxamide C[C@@H]1CN(C[C@@H](N1)C)C1=C2C=CNC2=C(C=C1)NC(=O)C=1C=C(C=2N(N1)C=C(N2)C)C